O1COC2=C1C=CC(=C2)NC(\C=C\C2=C(C=C(C=C2)N(C)C)OCCC)=O (E)-N-(benzo[d][1,3]dioxol-5-yl)-3-(4-(dimethylamino)-2-propoxyphenyl)acrylamide